C(C)(C)(C)C1N2C(C3=CC(=C(C=C3C1)C1=CN=C(S1)COC(F)F)OC)=CC(C(=C2)C(=O)[O-])=O 6-tert-butyl-9-{2-[(difluoromethoxy) methyl] thiazol-5-yl}-10-methoxy-2-oxo-6,7-dihydro-2H-pyrido[2,1-a]isoquinoline-3-carboxylate